3-n-propoxy(3-propoxy)tin CCCO[Sn]OCCC